NC=1SC2=C(N1)C(=CC(=C2)S(=O)(=O)O)S(=O)(=O)O 2-amino-4,6-disulfobenzothiazole